5-ethynyl-2-((2-methoxyphenyl)amino)-N,N,8-trimethyl-7-oxo-7,8-dihydropyrido[2,3-d]pyrimidine-6-carboxamide C(#C)C1=C(C(N(C=2N=C(N=CC21)NC2=C(C=CC=C2)OC)C)=O)C(=O)N(C)C